O.O.C1(CCCC1)CCC#N 3-cyclopentylpropanenitrile Di-hydrate